FC1=CC=C(C=C1)S(=O)(=O)N1[C@@H](C[C@H](C1)C1=CC=CC=C1)C1=NC(=NO1)CNC(=O)C1=NC2=CC=CC=C2C=C1 N-((5-((2S,4S)-1-((4-fluorophenyl)sulfonyl)-4-phenylpyrrolidin-2-yl)-1,2,4-oxadiazole-3-yl)methyl)quinoline-2-carboxamide